C(#N)\N=C(/NCC1=CN(C2=CC=CC=C12)C1CCN(CC1)[C@@H]1CC[C@@H](CC1)C(C)C)\OC1=CC=CC=C1 phenyl (E)-N'-cyano-N-((1-(1-(cis-4-isopropylcyclohexyl)piperidin-4-yl)-1H-indol-3-yl)methyl)carbamimidate